N2-(2-(3-(tert-butyl)-5-(1-(5-(tert-butyl)-[1,1'-biphenyl]-2-yl)-1H-benzo[d]imidazol-2-yl)phenoxy)dibenzo[b,d]furan-4-yl)benzene-1,2-diamine C(C)(C)(C)C=1C=C(OC2=CC3=C(OC4=C3C=CC=C4)C(=C2)NC=2C(=CC=CC2)N)C=C(C1)C1=NC2=C(N1C1=C(C=C(C=C1)C(C)(C)C)C1=CC=CC=C1)C=CC=C2